tert-Butyl 4-[4-[5-[2-[tert-butyl(dimethyl)silyl]oxy-1-(5-fluoro-2-pyridyl)ethoxy]imidazo[1,2-a]pyridin-7-yl]-5-methyl-triazol-1-yl]piperidine-1-carboxylate [Si](C)(C)(C(C)(C)C)OCC(OC1=CC(=CC=2N1C=CN2)C=2N=NN(C2C)C2CCN(CC2)C(=O)OC(C)(C)C)C2=NC=C(C=C2)F